methoxyphenethyl-trichlorosilane COC(CC1=CC=CC=C1)[Si](Cl)(Cl)Cl